Cl.NC1(CCC1)C1=C(C(=O)OC)C=CC(=C1)Br methyl 2-(1-aminocyclobutyl)-4-bromobenzoate hydrochloride